1-[(1S,4S)-5-[4-[4-(Cyclopropylmethoxy)-2,3-difluoro-anilino]-7-fluoro-pyrido[3,2-d]pyrimidin-6-yl]-2,5-diazabicyclo[2.2.1]heptan-2-yl]prop-2-en-1-one C1(CC1)COC1=C(C(=C(NC=2C3=C(N=CN2)C=C(C(=N3)N3[C@@H]2CN([C@H](C3)C2)C(C=C)=O)F)C=C1)F)F